phosphoric acid (S)-Di-tert-butyl (1-(6-chloro-3,5-dicyano-4-ethylpyridin-2-yl) pyrrolidin-3-yl) ester ClC1=C(C(=C(C(=N1)N1C[C@H](CC1)OP(OC(C)(C)C)(OC(C)(C)C)=O)C#N)CC)C#N